1,1'-(chlorophenylmethylene)bis[4-methoxybenzene] ClC(C1=CC=C(C=C1)OC)(C1=CC=C(C=C1)OC)C1=CC=CC=C1